ClC=1C2=C(N=C(N1)SC)N1[C@H](CC2)CNCC1 (R)-4-chloro-2-(methylthio)-6,6a,7,8,9,10-hexahydro-5H-pyrazino[1',2':1,6]pyrido[2,3-d]pyrimidine